NC1=NC=NN2C1=C(N=C2C2C[C@@H](N(C2)C(C=C)=O)COC)C#CC2=CC1=C(N(C=N1)C1CC1)C=C2F 1-((2R)-4-(4-amino-5-((1-cyclopropyl-6-fluoro-1H-benzo[d]imidazol-5-yl)ethynyl)imidazo[5,1-f][1,2,4]triazin-7-yl)-2-(methoxymethyl)pyrrolidin-1-yl)prop-2-en-1-one